N[C@H]1CN(CCC1)CC1=CC(=NC=C1)C(=O)NC1=CC=C(C=C1)C1=CC2=C(N=CN=C2N2CCS(CC2)(=O)=O)N1 4-{[(3R)-3-aminopiperidin-1-yl]methyl}-N-{4-[4-(1,1-dioxo-1λ6-thiomorpholin-4-yl)-7H-pyrrolo[2,3-d]pyrimidin-6-yl]phenyl}pyridine-2-carboxamide